N-(3-(dimethylamino)propyl)octanoamide CN(CCCNC(CCCCCCC)=O)C